OC1CC(NC1)C(=O)NCC1=CC=C(C=C1)C1=CN=CO1 4-hydroxy-N-{[4-(1,3-oxazol-5-yl)phenyl]methyl}pyrrolidine-2-carboxamide